Pentafluoroethyl fluoroethyl ether FCCOC(C(F)(F)F)(F)F